1,3-dihydroxyacetone OCC(=O)CO